The molecule is a carbapenemcarboxylic acid in which the azetidine and pyrroline rings carry 1-hydroxymethyl and in which the azetidine and pyrroline rings carry 1-hydroxymethyl and 5-(dimethylcarbamoyl)pyrrolidin-3-ylthio substituents respectively. It has a role as an antibacterial drug, an antibacterial agent and a drug allergen. It is a carbapenemcarboxylic acid, a pyrrolidinecarboxamide, an alpha,beta-unsaturated monocarboxylic acid and an organic sulfide. C[C@@H]1[C@@H]2[C@H](C(=O)N2C(=C1S[C@H]3C[C@H](NC3)C(=O)N(C)C)C(=O)O)[C@@H](C)O